CC(=O)N[C@@H]1[C@H](C[C@](O[C@H]1[C@@H]([C@@H](CO)O)O)(C(=O)O)OC[C@@H]2[C@@H]([C@@H]([C@H]([C@@H](O2)O[C@@H]3[C@H](O[C@H]([C@@H]([C@H]3O)NC(=O)C)O)CO)O)O)O)O The molecule is an amino trisaccharide consisting of an N-acetyl-beta-neuraminyl residue attached to the galactose residue of N-acetyllactosamine via an alpha-(2->6)-linkage. It has a role as an epitope. It is an amino trisaccharide and a glucosamine oligosaccharide.